C(C)(C)(C)[S@@](=O)N[C@H](C)C1=CC(=C2C=CN(C2=C1)C(=O)O)C(F)F (R)-6-(1-(((R)-tert-butylsulfinyl)amino)ethyl)-4-(difluoromethyl)-1H-indole-1-carboxylic acid